N-(1-(1-(cyclopropylmethyl)-1H-benzo[d]imidazol-2-yl)piperidin-4-yl)-3-(3,5-difluorophenyl)-1-methyl-1H-indazol-6-amine C1(CC1)CN1C(=NC2=C1C=CC=C2)N2CCC(CC2)NC2=CC=C1C(=NN(C1=C2)C)C2=CC(=CC(=C2)F)F